tert-butyl (S)-3-chloro-1-((2-isopropyl-4-methylpyridin-3-yl)amino)-12-oxo-6a,7,9,10-tetrahydro-12H-pyrazino[2,1-c]pyrido[3,4-f][1,4]oxazepine-8(6H)-carboxylate ClC1=CC2=C(C(N3[C@H](CO2)CN(CC3)C(=O)OC(C)(C)C)=O)C(=N1)NC=1C(=NC=CC1C)C(C)C